7-(3,3-difluoro-4,4-dimethylpyrrolidin-1-yl)-5-(2,4-dimethoxypyrimidin-5-yl)pyrazolo[1,5-a]pyrimidine FC1(CN(CC1(C)C)C1=CC(=NC=2N1N=CC2)C=2C(=NC(=NC2)OC)OC)F